(S)-tert-butyl 4-((R)-3-((((9H-fluoren-9-yl)methoxy)carbonyl)amino)-4-(phenylthio)butyl)-3-(hydroxymethyl)piperazine-1-carboxylate C1=CC=CC=2C3=CC=CC=C3C(C12)COC(=O)N[C@H](CCN1[C@@H](CN(CC1)C(=O)OC(C)(C)C)CO)CSC1=CC=CC=C1